S(=O)(OC1=C(C=CC=C1)C)OC1=C(C=CC=C1)C di(2-toluyl) sulfite